C1(=CC=C2C=CC3=CC=CC4=CC=C1C2=C34)C(CC)O pyrenyl-propanol